ClC1=NC=C(C(=N1)NC1=C(C=CC=C1)S(=O)(=O)C(C)C)Cl 2,5-dichloro-N-[2-[(1-methylethyl)sulfonyl]phenyl]pyrimidin-4-amine